[N+](=O)([O-])C1=CC=C(C=C1)NC(O)=O 4-nitrophenylcarbamic acid